hexane-1,6-diol dimethacrylate C(C(=C)C)(=O)OCCCCCCOC(C(=C)C)=O